[Si](C)(C)(C(C)(C)C)OCC=1N=C(C2=C(N1)N(CC2(C)C)C2=C(C=C(C=C2)N2CCOCC2)OC)NCC(F)(F)F 2-(((tert-butyldimethylsilyl)oxy)methyl)-7-(2-methoxy-4-morpholinophenyl)-5,5-dimethyl-N-(2,2,2-trifluoroethyl)-6,7-dihydro-5H-pyrrolo[2,3-d]pyrimidin-4-amine